(3S,4R)-1-(tert-butoxycarbonyl)-4-(pyrimidin-5-yl)pyrrolidine-3-carboxylic acid C(C)(C)(C)OC(=O)N1C[C@H]([C@@H](C1)C=1C=NC=NC1)C(=O)O